7-((cis)-4-(4-methylpiperazin-1-yl)cyclohexyl)-5-(4-phenoxyphenyl)-5H-pyrrolo[3,2-d]pyrimidin-4-amine CN1CCN(CC1)[C@H]1CC[C@H](CC1)C1=CN(C2=C1N=CN=C2N)C2=CC=C(C=C2)OC2=CC=CC=C2